The molecule is a cyclohexenecarboxylic acid that is cyclohex-1-ene-1-carboxylic acid which is substituted by a pentanoyl group at position 6. It is an oxo carboxylic acid, an alpha,beta-unsaturated monocarboxylic acid, a ketone and a cyclohexenecarboxylic acid. CCCCC(=O)C1CCCC=C1C(=O)O